C(CCCCCCC\C=C/CCCCCCCC)(=O)OCC(OC(CCCCCCC\C=C/CCCCCCCC)=O)COC(CCCCCCC\C=C/CCCCCCCC)=O 1,2,3-tri(cis-9-octadecenoyl)glycerol